O=C1N(C(C(C1)([2H])[2H])([2H])[2H])C1=CC=C(C=C1)C=1C=CC(=NC1)NC1=CC2=C(OC[C@H]3N2C(CC3)=O)N=C1 (S)-2-((5-(4-(2-oxopyrrolidin-1-yl-4,4,5,5-d4)phenyl)pyridin-2-yl)amino)-6,6a,7,8-tetrahydro-9H-pyrido[2,3-b]pyrrolo[1,2-d][1,4]oxazin-9-one